(E)-2-(2-(3-(4-bromophenyl)-1,4,8-triazaspiro[4.5]decan-1,3-dien-2-yl)vinyl)-5-(quinolin-3-yl)-1,3,4-oxadiazole dihydrochloride Cl.Cl.BrC1=CC=C(C=C1)C=1C(=NC2(N1)CCNCC2)/C=C/C=2OC(=NN2)C=2C=NC1=CC=CC=C1C2